(3,4,5-tris(methoxy-d3)phenyl)methanol ethyl-2-(4-bromophenyl)prop-2-enoate C(C)C=C(C(=O)OCC1=CC(=C(C(=C1)OC([2H])([2H])[2H])OC([2H])([2H])[2H])OC([2H])([2H])[2H])C1=CC=C(C=C1)Br